CC=1C(=CSC1)C=1C=NC(=NC1)NC=1C=C(C(=O)OC)C=CC1 methyl 3-((5-(4-methylthiophen-3-yl)pyrimidin-2-yl)amino)benzoate